C(C=C)(=O)N1[C@H](CN(CC1)C1=NC(=NC=2C[C@@H](CCC12)N1CCCC2=CC=C(C=C12)F)OC[C@H]1N(CC1)CC(F)F)CC#N 2-((S)-1-acryloyl-4-((R)-2-(((S)-1-(2,2-difluoroethyl)azetidin-2-yl)methoxy)-7-(7-fluoro-3,4-dihydroquinolin-1(2H)-yl)-5,6,7,8-tetrahydroquinazolin-4-yl)piperazin-2-yl)acetonitrile